BrC1=C(C=NC(=C1)Cl)N1N=C(C(=C1)C)NC=1SC(=CN1)C(=O)NC1=C(C(=CC=C1C)O)C 2-((1-(4-bromo-6-chloropyridin-3-yl)-4-methyl-1H-pyrazol-3-yl)amino)-N-(3-hydroxy-2,6-dimethylphenyl)thiazole-5-carboxamide